4-Chloro-2-(4-cyclohexylnaphthalen-2-yl)pyridine ClC1=CC(=NC=C1)C1=CC2=CC=CC=C2C(=C1)C1CCCCC1